ClC=1C=2C(N=C3N(C2C=CC1)C1=CC=C(C=C1C3(C)C)C3CCN(CC3)C3CCC(CC3)NC=3C=C1C(N(C(C1=CC3)=O)C3C(NC(CC3)=O)=O)=O)=O 5-((4-(4-(4-chloro-7,7-dimethyl-5-oxo-5,7-dihydroindolo[1,2-a]quinazolin-9-yl)piperidin-1-yl)cyclohexyl)amino)-2-(2,6-dioxopiperidin-3-yl)isoindoline-1,3-dione